carbon aluminum-manganese-silicon [Si].[Mn].[Al].[C]